BrC=1C=C(C=C(C1O)Br)C(=O)N1C2=C(OC(C1)(C)C)C(=NN2C)C (3,5-dibromo-4-hydroxyphenyl)(1,3,5,5-tetramethyl-5,6-dihydropyrazolo[4,3-b][1,4]oxazin-7(1H)-yl)methanone